(S)-N-hydroxy-3,3-dimethyl-2-(5-(trifluoromethyl)pyridin-2-yl)indoline-7-carboxamide ONC(=O)C=1C=CC=C2C([C@H](NC12)C1=NC=C(C=C1)C(F)(F)F)(C)C